C(=O)(O)C1=C(OC2=CC=C(C(=O)O)C=C2)C=CC=C1C(=O)O 4-(2',3'-dicarboxyphenoxy)benzoic acid